C(N)(=O)NC(C(=O)O)CCC 2-(carbamoylamino)valeric acid